FC(OC1=C(C=C(C=C1)CC(CO)O)C1=NN(C=C1NC(=O)C=1C=NN2C1N=CC=C2)CC(N(C)C)=O)F N-[3-[2-(difluoromethoxy)-5-(2,3-dihydroxypropyl)phenyl]-1-[(dimethylcarbamoyl)methyl]-1H-pyrazol-4-yl]pyrazolo[1,5-a]pyrimidine-3-carboxamide